FC=1C(=C(C=C(C1)C1=CC=NO1)C(C(=O)O)N1C[C@@H](CC1)OCCCCCC1=NC=2NCCCC2C=C1)OC 2-(3-fluoro-5-(isoxazol-5-yl)-2-methoxyphenyl)-2-((R)-3-((5-(5,6,7,8-tetrahydro-1,8-naphthyridin-2-yl)pentyl)oxy)pyrrolidin-1-yl)acetic acid